BrC(COC)(COC)C 2-bromo-1,3-dimethoxy-2-methylpropane